N-(3-chlorophenyl)-N-((5-(hydrazinecarbonyl)pyridin-2-yl)methyl)methanesulfonamide ClC=1C=C(C=CC1)N(S(=O)(=O)C)CC1=NC=C(C=C1)C(=O)NN